[1,1'-biphenyl]-4-yltriethoxysilane C1(=CC=C(C=C1)[Si](OCC)(OCC)OCC)C1=CC=CC=C1